3,3',3'',3'''-(1,3,5,7-tetraazaadamantane-1,3,5,7-tetraium-1,3,5,7-tetrayl)tetrakis(propane-1-sulfonate) [N+]12(C[N+]3(C[N+](C[N+](C1)(C3)CCCS(=O)(=O)[O-])(C2)CCCS(=O)(=O)[O-])CCCS(=O)(=O)[O-])CCCS(=O)(=O)[O-]